4-chloro-2'-fluoro-[1,1':3',1''-terphenyl]-2-ol ClC=1C=C(C(=CC1)C1=C(C(=CC=C1)C1=CC=CC=C1)F)O